trans-(S)-N-(4-(5-(6-chloro-3,4-dihydro-2H-benzo[b][1,4]oxazin-2-yl)-1,3,4-oxadiazol-2-yl)cyclohexyl)-2-(4-chloro-3-fluorophenoxy)acetamide ClC1=CC2=C(O[C@@H](CN2)C2=NN=C(O2)[C@@H]2CC[C@H](CC2)NC(COC2=CC(=C(C=C2)Cl)F)=O)C=C1